10'H-spiro[fluorene-9,9'-phenanthrene]-10'-one C1=CC=CC=2C3=CC=CC=C3C3(C(C12)=O)C1=CC=CC=C1C=1C=CC=CC13